NC1=C(SC2=NC(=CC=C21)C)C(=O)NCCC2=CC(=C(C=C2)N2CCN(CC2)C(=O)OC(C)(C)C)C=2C=NN(C2)C(F)F tert-Butyl 4-(4-(2-(3-amino-6-methylthieno[2,3-b]pyridine-2-carboxamido)ethyl)-2-(1-(difluoromethyl)-1H-pyrazol-4-yl)phenyl)piperazine-1-carboxylate